S(C)(=O)(=O)O.C1(CC1)C1=NC(=C(N1)C1=CC=C2C(=N1)N(C(=N2)N)CC(C)(C)C)C2=CC=CC=C2 5-(2-cyclopropyl-5-phenyl-3H-imidazol-4-yl)-3-(2,2-dimethylpropyl)-3H-imidazo[4,5-b]pyridin-2-ylamine mesylate